[Si](C1=CC=CC=C1)(C1=CC=CC=C1)(C(C)(C)C)OC1=C(C(=C(C(=O)OC2=C(C(=C(C(=O)[O-])C(=C2)OC)C)C)C(=C1)C)C)C 4-((4-((tert-butyldiphenylsilyl)oxy)-2,3,6-trimethylbenzoyl)oxy)-6-methoxy-2,3-dimethylbenzoate